BrC1=C(C=CC(=C1)NC1C(NC(CC1)=O)=O)C=1CCN(CC1)C(=O)OC(C)(C)C tert-butyl 4-[2-bromo-4-[(2,6-dioxo-3-piperidyl) amino] phenyl]-3,6-dihydro-2H-pyridine-1-carboxylate